7-cyclobutyl-2-methoxy-8-(5-phenyl-1,3,4-oxadiazol-2-yl)quinoline-3-carboxylic acid C1(CCC1)C1=CC=C2C=C(C(=NC2=C1C=1OC(=NN1)C1=CC=CC=C1)OC)C(=O)O